3-bromo-5,6-dihydroimidazo[1,2-d]pyrido[4,3-f][1,4]oxazepine BrC1=CN=C2N1CCOC1=C2C=CN=C1